3-(4-((4-(2-(cyclopentylamino)ethyl)benzyl)thio)-1-oxoisoindolin-2-yl)piperidine-2,6-dione C1(CCCC1)NCCC1=CC=C(CSC2=C3CN(C(C3=CC=C2)=O)C2C(NC(CC2)=O)=O)C=C1